C1(OCC[C@@H]2N1C[C@@H]1CC[C@H]2N1)=O (4aS,5R,8S)-octahydro-1H-5,8-epimino[1,3]oxazino[3,4-a]azepin-1-one